C1(CCCCCCC1)C(C(=O)NC1=CC=C(C=C1)C=1C(=NNC1C)C)NC(=O)C=1N(N=CC1)[C@H](CO)C N-[1-cyclooctyl-2-[4-(3,5-dimethyl-1H-pyrazol-4-yl)anilino]-2-oxo-ethyl]-2-[(1S)-2-hydroxy-1-methyl-ethyl]pyrazole-3-carboxamide